mono-2-propynyl mono-vinyl oxalate C(C(=O)OC#CC)(=O)OC=C